3-((tert-butyldimethylsilyl)oxy)-2-methyl-2-(4-((1-methyl-1H-pyrazol-3-yl)amino)-2-(methylthio)pyrimidin-5-yl)propan-1-ol [Si](C)(C)(C(C)(C)C)OCC(CO)(C=1C(=NC(=NC1)SC)NC1=NN(C=C1)C)C